2-(trans-4-((4-(1-Isopropyl-1H-pyrazol-4-yl)pyridin-2-yl)((trans-4-(4-methoxy-3-methylphenyl)cyclohexyl)methyl)carbamoyl)-cyclohexyl)acetic acid C(C)(C)N1N=CC(=C1)C1=CC(=NC=C1)N(C(=O)[C@@H]1CC[C@H](CC1)CC(=O)O)C[C@@H]1CC[C@H](CC1)C1=CC(=C(C=C1)OC)C